2,6-dimethoxy-4-[7-(1-methyl-4-piperidyl)imidazo[1,2-a]pyridin-3-yl]-N-(2,2,2-trifluoroethyl)benzamide COC1=C(C(=O)NCC(F)(F)F)C(=CC(=C1)C1=CN=C2N1C=CC(=C2)C2CCN(CC2)C)OC